C(CCCCCCCCCCCCCCCCC)[Si](N(C)C)(N(C)C)N(C)C octadecyltris(dimethylamino)silane